benzyl 4-(methylamino)piperidine-1-carboxylate CNC1CCN(CC1)C(=O)OCC1=CC=CC=C1